C1(CC1)C(C1=NC(=NC=C1)S(=O)(=O)C)C(C(=O)N)CC(F)(F)F (cyclopropyl(2-(methylsulfonyl)pyrimidin-4-yl)methyl)-4,4,4-trifluorobutanamide